IC=1C=CC(=C2C=NC(=NC12)OCCOC)N1C[C@H](N([C@H](C1)C)C(=O)OC(C)(C)C)C tert-butyl (2R,6S)-4-[8-iodo-2-(2-methoxyethoxy)quinazolin-5-yl]-2,6-dimethyl-piperazine-1-carboxylate